succinic acid mono(2-(dimethylamino)-1-((2-(2-(3-methoxyphenyl) ethyl) phenoxy) methyl) ethyl) ester hydrochloride Cl.CN(CC(COC1=C(C=CC=C1)CCC1=CC(=CC=C1)OC)OC(CCC(=O)O)=O)C